C1=C(C=CC2=CC=CC=C12)SCC[C@@]12CCC[C@H]1[C@@H]1CC=C3C[C@H](CC[C@]3(C)[C@H]1CC2)O (2-naphthylthiomethyl)-androst-5-en-3beta-ol